ClC1=C(C=CC=C1)S(=O)(=O)NC1=NC(=C(C=C1)C=1C=C2C=NC(=NC2=C(C1)CC)NC1CCC(CC1)N(C)C)C 2-chloro-N-(5-(2-(((1r,4r)-4-(dimethylamino)cyclohexyl)amino)-8-ethylquinazolin-6-yl)-6-methylpyridin-2-yl)benzenesulfonamide